COC(C(=O)OC)=C methyl trans-2-methoxyacrylate